COC1=CC=C(C=C1)COCCC/C(=C/C1C(CC(O1)=O)CC\C(=C\C=C)\C)/C 5-[(E)-5-[(4-methoxyphenyl)methoxy]-2-methyl-pent-1-enyl]-4-[(3E)-3-methylhexa-3,5-dienyl]tetrahydrofuran-2-one